[(1S)-2-methoxy-1-methyl-2-oxo-ethyl]ammonium COC([C@H](C)[NH3+])=O